4-methyl-5-(1-tert-butylpyrazol-4-yl)-1,3-thiazol CC=1N=CSC1C=1C=NN(C1)C(C)(C)C